(3,6-dichloro-5-methylpyridazin-4-yl)methanol ClC=1N=NC(=C(C1CO)C)Cl